C1(=CC(=CC=C1)S(=O)(=O)OC1CS(C=C1)(=O)=O)C1=CC=CC=C1 1,1-dioxido-2,3-dihydrothiophen-3-yl [1,1'-biphenyl]-3-sulfonate